O1[C@H](COC2=NC=CC=C21)CN2N=C1C3=C(CCC1=C2)OC(=C3C)C(=O)NC[C@H]3OCCC3 2-[(2S)-2,3-dihydro[1,4]dioxino[2,3-b]pyridin-2-ylmethyl]-8-methyl-N-[(2S)-tetrahydrofuran-2-ylmethyl]-4,5-dihydro-2H-furo[2,3-g]indazole-7-carboxamide